1-(5-((4-methyl-3-(trifluoromethyl)benzyl)oxy)-2,3-dihydro-1H-inden-1-yl)azetidine-3-carboxylic acid CC1=C(C=C(COC=2C=C3CCC(C3=CC2)N2CC(C2)C(=O)O)C=C1)C(F)(F)F